(4-methoxyphenyl)phenylselenium COC1=CC=C(C=C1)[Se]C1=CC=CC=C1